ClC1=C(C(=CC=C1)F)NC(C1=C(C=C(C(=C1)F)C1=NC(=CN=C1)CO)O[C@H](C(F)(F)F)C)=O (S)-N-(2-chloro-6-fluorophenyl)-5-fluoro-4-(6-(hydroxymethyl)pyrazin-2-yl)-2-((1,1,1-trifluoropropan-2-yl)oxy)benzamide